CC1=C(C(=CC=C1)C)CS (2,6-Dimethylphenyl)methyl mercaptan